4-[(4-chlorophenyl)sulfonyl]piperazine α-Ketosuccinate O=C(C(=O)O)CC(=O)O.ClC1=CC=C(C=C1)S(=O)(=O)N1CCNCC1